cyano-benzenemethylamine C(#N)C1=C(C=CC=C1)CN